C(C)(C)C1CCC(CC1)C(C)O 1-(4-isopropylcyclohexyl)eth-anol